1-(4-fluorophenyl)-2-oxo-6-(trifluoromethyl)pyridine-3-carboxylic acid FC1=CC=C(C=C1)N1C(C(=CC=C1C(F)(F)F)C(=O)O)=O